BrC=1C(=CC=2N(C1)C=C(N2)C(=O)OC)OC Methyl 6-bromo-7-methoxyimidazo[1,2-a]pyridine-2-carboxylate